(R)-6-(4-Methylpiperazin-1-yl)-2-(3-(1,1,2-trifluoro-1-(4-methyl-4H-1,2,4-triazol-3-yl)propan-2-yl)phenyl)-4-(trifluoromethyl)isoindolin-1-one CN1CCN(CC1)C1=CC(=C2CN(C(C2=C1)=O)C1=CC(=CC=C1)[C@@](C(C1=NN=CN1C)(F)F)(C)F)C(F)(F)F